(E)-4-methoxy-2-(2-nitro-1-buten-1-yl)phenol COC1=CC(=C(C=C1)O)\C=C(/CC)\[N+](=O)[O-]